(e)-3-[3,4-Bis(tetrahydro-2h-pyran-2-yloxy)phenyl]-1-[2-hydroxy-4-(tetrahydro-2h-pyran-2-yloxy)phenyl]prop-2-en-1-one O1C(CCCC1)OC=1C=C(C=CC1OC1OCCCC1)/C=C/C(=O)C1=C(C=C(C=C1)OC1OCCCC1)O